Cl.NC(=N)NC(=N)N biguanide Hydrochloride salt